S(=O)(=O)(O)CCO.N1=CC(=C2N1C=CC=C2)C#N pyrazolo[1,5-a]pyridine-3-carbonitrile isethionate salt